COC(=O)C=1N(C(N(CC1C(=O)O)C1=CC=CC=C1)C1=CC(=C(C=C1)O)OC)C1=CC=CC=C1 1,3-diphenyl-2-(3-methoxy-4-hydroxyphenyl)-1,2,3,6-tetrahydropyrimidine-4,5-dicarboxylic acid methyl ester